C1=CC=CC=2C3=CC=CC=C3N(C12)C=1C(=C(C#N)C(=C(C1N1C2=CC=C(C=C2C=2C=C(C=CC12)C(C)(C)C)C(C)(C)C)N1C2=CC=CC=C2C=2C=CC=CC12)N1C2=CC=C(C=C2C=2C=C(C=CC12)C(C)(C)C)C(C)(C)C)N1C2=CC=C(C=C2C=2C=C(C=CC12)C(C)(C)C)C(C)(C)C 3,5-bis(9H-carbazol-9-yl)-2,4,6-tris(3,6-di-tert-butyl-9H-carbazol-9-yl)Benzonitrile